ClC=1C(=C(C=CC1Cl)NC1=NC=NC2=CC(=C(C=C12)OCC=1C=C2C(N(C(C2=CC1F)=O)C1C(NC(CC1)=O)=O)=O)OC)F 5-(((4-((3,4-dichloro-2-fluorophenyl)amino)-7-methoxyquinazolin-6-yl)oxy)methyl)-2-(2,6-dioxopiperidin-3-yl)-6-fluoroisoindoline-1,3-dione